ClC1=CC(=C(COC2=CC=CC(=N2)C2CCN(CC2)CC2=NC3=C(N2C)C=CC=C3O[C@@H](CF)F)C=C1)F (R)-2-((4-(6-((4-chloro-2-fluorobenzyl)oxy)pyridin-2-yl)piperidin-1-yl)methyl)-4-(1,2-difluoroethoxy)-1-methyl-1H-benzo[d]imidazole